COC(=O)C1=NN(C(=C1)CSC1=CC2=CC=CC=C2C(=C1)O)C 5-(((4-hydroxynaphthalen-2-yl)thio)methyl)-1-methyl-1H-pyrazole-3-carboxylic acid methyl ester